tert-butyl (R)-9-(1-(1-(3-(2,6-bis(benzyloxy)pyridin-3-yl)-7-fluoro-1-methyl-1H-indazol-6-yl)piperidin-4-yl)ethyl)-3,9-diazaspiro[5.5]undecane-3-carboxylate C(C1=CC=CC=C1)OC1=NC(=CC=C1C1=NN(C2=C(C(=CC=C12)N1CCC(CC1)[C@@H](C)N1CCC2(CCN(CC2)C(=O)OC(C)(C)C)CC1)F)C)OCC1=CC=CC=C1